NC1=C(C=C(C(=O)O)C=C1F)F 4-amino-3,5-difluorobenzoic acid